butyl (((2-(((3S,6S,9aS)-5-oxo-3-(3-(pyridin-3-yl)azetidine-1-carbonyl)octahydro-1H-pyrrolo[1,2-a]azepin-6-yl)carbamoyl)benzo[b]thiophen-5-yl)methyl)(phenoxy) phosphoryl)-L-alaninate O=C1[C@H](CCC[C@@H]2N1[C@@H](CC2)C(=O)N2CC(C2)C=2C=NC=CC2)NC(=O)C2=CC1=C(S2)C=CC(=C1)CP(=O)(OC1=CC=CC=C1)N[C@@H](C)C(=O)OCCCC